6-chloro-4-phenyl-1-tosyl-1,2-dihydroquinazoline ClC=1C=C2C(=NCN(C2=CC1)S(=O)(=O)C1=CC=C(C)C=C1)C1=CC=CC=C1